O[C@H]1[C@@H](CCC1)NC(=O)C1=NC=CC=C1 N-[(1R,2R)-2-hydroxycyclopentyl]pyridine-2-carboxamide